(6-(trifluoromethoxy)pyridin-2-yl)-N2-(2-(trifluoromethoxy)pyridin-4-yl)-N4-(Isopropoxy)-1,3,5-triazine-2,4-diamine FC(OC1=CC=CC(=N1)C1=NC(=NC(=N1)NC1=CC(=NC=C1)OC(F)(F)F)NOC(C)C)(F)F